Ethyl 1-(3-cyanobenzyl)-4-oxopiperidine-3-carboxylate C(#N)C=1C=C(CN2CC(C(CC2)=O)C(=O)OCC)C=CC1